BrC1=CC2=C(N(C(N2C)=O)C2C(NC(CC2)=O)=O)C=C1 3-(5-Bromo-3-methyl-2-oxo-benzimidazol-1-yl)piperidine-2,6-dione